The molecule is a carboxamidine that is N,N-diethylethanimidamide in which the hydrogen attached to the imino nitrogen has been replaced by a fluoro(methyl)phosphoryl group. A toxic nerve agent developed by the former Soviet Union. It has a role as a neurotoxin and an EC 3.1.1.7 (acetylcholinesterase) inhibitor. It is an organic phosphoramidate, a fluorine molecular entity and a carboxamidine. CCN(CC)/C(=N/P(=O)(C)F)/C